2-amino-N-(4-hydroxybicyclo-[2.2.2]oct-1-yl)-5-(4-(3-(tetrahydro-2H-pyran-4-yl)-3-azabicyclo-[3.1.0]hex-1-yl)phenyl)-nicotinamide NC1=C(C(=O)NC23CCC(CC2)(CC3)O)C=C(C=N1)C1=CC=C(C=C1)C13CN(CC3C1)C1CCOCC1